(E)-3-(4-methoxyphenyl)-N-phenyl-N-thiazol-2-yl-prop-2-enamide COC1=CC=C(C=C1)/C=C/C(=O)N(C=1SC=CN1)C1=CC=CC=C1